N-(2-amino-8-(4,4-difluoropiperidin-1-yl)quinoline-6-yl)-4-bromo-2-(6-azaspiro[2.5]octane-6-yl)benzamide NC1=NC2=C(C=C(C=C2C=C1)NC(C1=C(C=C(C=C1)Br)N1CCC2(CC2)CC1)=O)N1CCC(CC1)(F)F